decyndiol C(C#CCCCCCCC)(O)O